1,2,4,5-benzenetetraformyl chloride C=1(C(=CC(=C(C1)C(=O)Cl)C(=O)Cl)C(=O)Cl)C(=O)Cl